N-cyclopentyl-4-[[(3,4-dimethylpyrimido[4',5':4,5]thieno[2,3-c]pyridazin-8-yl)amino]methyl]benzamide C1(CCCC1)NC(C1=CC=C(C=C1)CNC1=NC=NC2=C1SC=1N=NC(=C(C12)C)C)=O